ClC1=CC=C(C=C1)NC(=S)N1CCC(CC1)N1C(NC2=C1C=CC(=C2)F)=O N-(4-chlorophenyl)-4-(5-fluoro-2-oxo-2,3-dihydro-1H-1,3-benzodiazol-1-yl)piperidine-1-thiocarboxamide